N1N=CC2=C(C=CC=C12)C1=CC=C(CCNC(=O)C=2N=C(SC2)C#C)C=C1 N-(4-(1H-indazol-4-yl)phenethyl)-2-ethynyl-thiazole-4-carboxamide